[Br-].CC=1C=C(NC1C)N1N([NH2+]C(=N1)C1=CC=CC=C1)C1=CC=CC=C1 3-(4,5-dimethyl-azol-2-yl)-2,5-diphenyltetrazolium bromide